(1S,2R,3R)-2-azido-3-(2-(2-fluorophenyl)-6-(1H-1,2,4-triazol-3-yl)-1H-benzo[d]imidazol-1-yl)cyclohexan-1-amine N(=[N+]=[N-])[C@@H]1[C@H](CCC[C@H]1N1C(=NC2=C1C=C(C=C2)C2=NNC=N2)C2=C(C=CC=C2)F)N